NC=1SC=C(N1)C=1N=NN(C1)[C@@H]1[C@H]([C@@H](SC=2C(=NC=C(C2)Cl)C)O[C@@H]([C@@H]1O)CO)OCC 5-Chloro-2-methylpyridin-3-yl 3-[4-(2-aminothiazol-4-yl)-1H-1,2,3-triazol-1-yl]-3-deoxy-2-O-ethyl-1-thio-α-D-galactopyranoside